2-(12-isopropyl-9-oxo-3-thia-1,10,11-triazatricyclo[6.4.0.02,6]dodeca-2(6),4,7,11-tetraen-10-yl)-N-pyrimidin-4-yl-acetamide C(C)(C)C1=NN(C(C2=CC=3C=CSC3N12)=O)CC(=O)NC1=NC=NC=C1